S(=O)(=O)(O)C1CC(=O)N(C1=O)O 3-sulfo-N-hydroxysuccinimide